tert-butyl 2-{[6-(4-methoxypiperidin-1-yl)pyridin-3-yl]amino}-5H,6H,7H,8H-pyrido[3,4-d]pyrimidine-7-carboxylate COC1CCN(CC1)C1=CC=C(C=N1)NC=1N=CC2=C(N1)CN(CC2)C(=O)OC(C)(C)C